2-(2-(4-(4-hydroxy-3-isopropylbenzyl)-3,5-dimethylphenoxy)acetamido)ethane OC1=C(C=C(CC2=C(C=C(OCC(=O)NCC)C=C2C)C)C=C1)C(C)C